3-bromo-4-chloro-1,1'-biphenyl BrC=1C=C(C=CC1Cl)C1=CC=CC=C1